C1(CC=CC=C1)C(C)C dihydrocumene